2-(3-chloro-5-cyanophenyl)propan ClC=1C=C(C=C(C1)C#N)C(C)C